N-cyanoethyl-1,3-propanediamine C(#N)CCNCCCN